(S)-2-(1-(4-amino-3-(2,3-difluoro-4-methoxyphenyl)-1H-pyrazolo[3,4-D]pyrimidin-1-yl)ethyl)-5-chloro-3-phenylquinazolin-4(3H)-one NC1=C2C(=NC=N1)N(N=C2C2=C(C(=C(C=C2)OC)F)F)[C@@H](C)C2=NC1=CC=CC(=C1C(N2C2=CC=CC=C2)=O)Cl